ClC=1C=C(C=CC1O)C1=NNC(C2=CC=CC=C12)=O 4-(3-chloro-4-hydroxyphenyl)-2,3-naphthyridin-1-one